O=C1C[C@@H](CC1)C(=O)N1CCN(CC1)C(=O)OC(C)(C)C tert-butyl 4-{[(R)-3-oxocyclopentyl] carbonyl}-1-piperazinecarboxylate